C(C)OC(/C=C/C1=C(OCCCC(=O)OC(C)(C)C)C=C(C=C1)[N+](=O)[O-])=O tert-butyl (E)-4-(2-(3-ethoxy-3-oxoprop-1-en-1-yl)-5-nitrophenoxy)butanoate